C(C)(C)(C)OC(=O)N[C@@H](C(=O)N[C@@H](C)C(=O)OCC1=CC=CC=C1)C1CC2=CC=CC=C2C1 benzyl ((R)-2-((tert-butoxycarbonyl) amino)-2-(2,3-dihydro-1H-inden-2-yl) acetyl)-L-alaninate